ClC1=CC=C(CNC(=O)C2=NN(C=3C(N(CCC32)CC3(CC3)S(/N=C/N(C)C)(=O)=O)=O)C)C=C1 (E)-N-(4-Chlorobenzyl)-6-((1-(N-((dimethylamino)methylene)sulfamoyl)cyclopropyl)methyl)-1-methyl-7-oxo-4,5,6,7-tetrahydro-1H-pyrazolo[3,4-c]pyridine-3-carboxamide